FC1(CC=C(C=C1)S(=O)(=O)NC1=CC=C2CCCN(C2=C1)S(=O)(=O)C1=CC=CC2=CC=CC=C12)F 4,4-difluoro-N-(1-(naphthalen-1-ylsulfonyl)-1,2,3,4-tetrahydroquinolin-7-yl)benzenesulfonamide